N-palmitoyl-1,2-dipalmitoyl-sn-glycero-3-phosphoethanolamine C(CCCCCCCCCCCCCCC)(=O)NCCOP(OC[C@@H](COC(CCCCCCCCCCCCCCC)=O)OC(CCCCCCCCCCCCCCC)=O)(=O)O